O=C1CN(CCN1C1=CC=CC=C1)C(=O)OC(C)(C)C tert-butyl 3-oxo-4-phenylpiperazine-1-carboxylate